2,2-dimethyl-3,3-diphenyl-4,7,10-trioxa-3-siladodecane-12-ol CC(C)([Si](OCCOCCOCCO)(C1=CC=CC=C1)C1=CC=CC=C1)C